CC1=CC=C(C=C1)S(=O)(=O)OC1=NC=CC(=C1)Br 4-bromopyridin-2-yl 4-methylbenzenesulfonate